4-[2-(3-Chlorobenzoyl)hydrazinocarbonyl]-4-methylpiperidine-1-carboxylic acid tert-butyl ester C(C)(C)(C)OC(=O)N1CCC(CC1)(C)C(=O)NNC(C1=CC(=CC=C1)Cl)=O